(R)-2-(3,4-dihydro-7-methoxy-2H-1-benzopyran-3-yl)-5-methoxyphenol COC1=CC2=C(C[C@@H](CO2)C2=C(C=C(C=C2)OC)O)C=C1